BrC=1C=CC2=C([Se]NS2(=O)C)C1 5-bromo-1-methylbenzo[d][1,3,2]thiaselenazol-1-one